C1(=CC=CC2=CC=CC=C12)S(=O)(=O)[O-] Naphthalinsulfonate